3-Ethoxy-5-{6-[2-(7-fluoro-4-methoxy-2-methyl-indol-1-yl)-ethylamino]-pyrimidin-4-yl}-thiophene-2-carboxylic acid ethyl ester C(C)OC(=O)C=1SC(=CC1OCC)C1=NC=NC(=C1)NCCN1C(=CC2=C(C=CC(=C12)F)OC)C